Racemic-(3S,4S)-3-fluoro-N-[(4-methoxyphenyl)methyl]-2,2,6,6-tetramethyl-piperidin-4-amine F[C@@H]1C(NC(C[C@@H]1NCC1=CC=C(C=C1)OC)(C)C)(C)C |r|